2,2'-oxybis(1-(3-methyl-4-(((2-methylundecan-2-yl)thio)methyl)pyrrolidin-1-yl)ethanone) O(CC(=O)N1CC(C(C1)CSC(C)(CCCCCCCCC)C)C)CC(=O)N1CC(C(C1)CSC(C)(CCCCCCCCC)C)C